pyrrolo[2,3-d]pyridazine-7(4H)-carboxylate N1=CC=C2C1=C(N=NC2)C(=O)[O-]